FC1=C(C=CC(=C1C=1C=CC=2N(C1)C=NC2C2=NC1=C(N2COCC[Si](C)(C)C)CCCC1)F)NS(=O)(=O)C=1C(=NC=C(C1)F)C N-[2,4-difluoro-3-[1-(1-[[2-(trimethylsilyl)ethoxy]methyl]-4,5,6,7-tetrahydro-1,3-benzodiazol-2-yl)imidazo[1,5-a]pyridin-6-yl]phenyl]-5-fluoro-2-methylpyridine-3-sulfonamide